BrC1=CC=C(C=C1)C1=CC(=C(O1)C)C(=O)OCC ethyl 5-(4-bromophenyl)-2-methylfuran-3-carboxylate